BrC=1C=CC=C2C=CC(=CC12)NC=1C=CC(=C(C1)NC(=O)C1=CC=C(C(=O)OCC)C=C1)C ethyl 4-[[5-[(8-bromo-2-naphthyl)amino]-2-methyl-phenyl]carbamoyl]benzoate